1-Undecyl-2-ethylpiperidinium methansulfonat CS(=O)(=O)[O-].C(CCCCCCCCCC)[NH+]1C(CCCC1)CC